COCCN1C(=NC=2C1=NC=C(N2)SC=2C(=NC=CC2)C(F)(F)F)N2CCC(CC2)(N)C 1-(1-(2-methoxyethyl)-5-((2-(trifluoromethyl)pyridin-3-yl)thio)-1H-imidazo[4,5-b]pyrazin-2-yl)-4-methylpiperidin-4-amine